C(#N)[C@@]1(CC12CC2)C=2C=C1C=C(N=CC1=CC2)NC(=O)[C@@H]2[C@H](C2)C(C)(C)O (1S,2S)-N-(6-((R)-1-cyanospiro[2.2]pentan-1-yl)isoquinolin-3-yl)-2-(2-hydroxypropan-2-yl)cyclopropane-1-carboxamide